C(=O)O.CC1CC2(C(OCCN2)CC1)C1=CC=CC=C1 6-methyl-4a-phenyloctahydro-2H-benzo[b][1,4]oxazine formate